(E)-1-(7-(3-fluorophenoxy)-3,4-dihydroisoquinolin-2(1H)-yl)-4-(4-methylpiperazin-1-yl)but-2-en-1-one FC=1C=C(OC2=CC=C3CCN(CC3=C2)C(\C=C\CN2CCN(CC2)C)=O)C=CC1